CN1C(NC(C=2N(C(=NC12)SC(C(=O)OCC)CC)CC=1OC(=CC1)[N+](=O)[O-])=O)=O ethyl 2-({3-methyl-7-[(5-nitro-2-furyl)methyl]-2,6-dioxo-2,3,6,7-tetrahydro-1H-purin-8-yl}thio)butanoate